4-Methoxy-N-(thiazol-2-yl)-[2,2'-bipyridine]-6-carboxamide COC1=CC(=NC(=C1)C(=O)NC=1SC=CN1)C1=NC=CC=C1